FC1=C(C(=C(C(=C1F)NC(=O)C=1C(=NON1)C(=O)O)F)F)C1=CC(=CC=C1)OC([2H])([2H])[2H] 4-((2,3,5,6-Tetrafluoro-3'-(methoxy-d3)-[1,1'-biphenyl]-4-yl)carbamoyl)-1,2,5-oxadiazole-3-carboxylic acid